2-amino-6-((1-aminocyclopropyl)methoxy)-1-(3-hydroxy-2,6-dimethylphenyl)-5-methyl-1H-pyrrole NC=1N(C(=CC1)C)C1C(=C(C=CC1(C)OCC1(CC1)N)O)C